(cis)-tert-butyl 4-(4-hydroxycyclohexyl)piperazine-1-carboxylate O[C@H]1CC[C@H](CC1)N1CCN(CC1)C(=O)OC(C)(C)C